Sulfonyl-propane S(=O)(=O)=CCC